C1(CC1)C([C@@H](C(=O)NC=1C(=NN(C1)[C@@H](C)C=1C(=NC=C(C1)F)OC)F)NC(=O)C1=NON=C1CC)C1CC1 N-[(1S)-1-(dicyclopropylmethyl)-2-[[3-fluoro-1-[(1S)-1-(5-fluoro-2-methoxy-3-pyridyl)ethyl]pyrazol-4-yl]amino]-2-oxo-ethyl]-4-ethyl-1,2,5-oxadiazole-3-carboxamide